C[C@@H]1N(C(C2=CC=C(C=C12)C1=CN=CO1)=O)CC1=CC2=C(NC(O2)=O)C=C1 |o1:1| rel-(S)-6-((3-methyl-5-(oxazol-5-yl)-1-oxoisoindolin-2-yl)methyl)benzo[d]oxazol-2(3H)-one